C(C)(C)C1=C(C=CC=C1)[C@H]1N(CCOC1)[C@@H]1[C@@H](C2(C1)CCN(CC2)C2=CC=C(C(=O)NS(=O)(=O)C1=CC(=C(C=C1)NCC1CCC(CC1)(C)O)[N+](=O)[O-])C=C2)C 4-[(1R,2S)-2-[(3R)-3-(2-isopropylphenyl)morpholin-4-yl]-1-methyl-7-azaspiro[3.5]nonan-7-yl]-N-[3-nitro-4-({[(1r,4r)-4-hydroxy-4-methylcyclohexyl]methyl}amino)benzenesulfonyl]benzamide